acrylic acid 4-butylcyclohexyl ester C(CCC)C1CCC(CC1)OC(C=C)=O